C(C1=CC=CC=C1)NC(CC(C)Br)=O N-benzyl-3-bromobutyramide